CC(C)(C)C=1C=C(C(=O)OCC)C=C(C1O)C(C)(C)C 3,5-bis(1,1-dimethylethyl)-4-hydroxybenzoic acid, ethyl ester